C(C)C(C(F)(F)F)(N)C1=NC=C(C(=C1)C=1N=C(C=2N(C1)C=CN2)OC)OC ethyl-2,2,2-trifluoro-1-(5-methoxy-4-(8-methoxyimidazo[1,2-a]pyrazin-6-yl)pyridin-2-yl)ethan-1-amine